7-fluoro-4H-pyrido[1,2-a]pyrimidin-4-one FC=1C=CC=2N(C(C=CN2)=O)C1